thymineal N1C(=O)NC(=O)C(CC=O)=C1